ClC=1C=CC(=C(C1)N1CON(CO1)C(C(=O)NC=1N=CC(=NC1)C(=O)NC)CC1=CC=CC=C1)N1N=NN=C1 5-(2-(4-(5-chloro-2-(1H-tetrazol-1-yl)phenyl)-2,5-dioxapiperazin-1-yl)-3-phenylpropionamido)-N-methylpyrazinamide